N-(5-cyclopentyl-1H-pyrazol-3-yl)-6-methyl-4-(trifluoromethyl)pyridazin-3-amine C1(CCCC1)C1=CC(=NN1)NC=1N=NC(=CC1C(F)(F)F)C